CN1N=C(C=C1)C(O)C1=CC=CC=C1 (1-methyl-1H-pyrazol-3-yl)phenylmethanol